ClC1=CC(=NC(=N1)OC)N1C(CC2(CCC2)CC1)CO (7-(6-chloro-2-methoxypyrimidin-4-yl)-7-azaspiro[3.5]nonan-6-yl)methanol